CC=CCCC methyl-1-pentene